2,2'-dimethyl-4,5'-diaminobiphenyl CC1=C(C=CC(=C1)N)C1=C(C=CC(=C1)N)C